CCCCCCCCCCCCCCCC(=O)OC[C@@H](C1C(=C(C(=O)O1)O)O)OC(=O)CCCCCCCCCCCCCCC l-ascorbyl dipalmitate